FC1=CC=C(C=C1)N(C(OC1=C(C=C(C=C1C(F)(F)F)C(F)(F)F)C=1N=NN(C1)C1C[C@H]([C@H](C1)O)O)=O)C([2H])([2H])[2H] 2-{1-[(3R,4S)-3,4-dihydroxycyclopentyl]-1H-1,2,3-triazol-4-yl}-4,6-bis(trifluoromethyl)phenyl N-(4-fluorophenyl)-(methyl-d3)carbamate